6-chloro-8-cyanoquinazolin-4-yl-piperazine-1-carboxylic acid tert-butyl ester C(C)(C)(C)OC(=O)N1C(CNCC1)C1=NC=NC2=C(C=C(C=C12)Cl)C#N